4-(4-hydroxybutyl-oxy)azobenzene OCCCCOC1=CC=C(C=C1)N=NC1=CC=CC=C1